C(C=C)(=O)O.[SiH3]O[SiH3] silylether acrylate